CN1C(=C(C=CC1=O)C1=C(C=C(C=C1)NC([C@H](C1CCC(CC1)C)NC(=O)C1=CC=NN1C)=O)F)C N-((S)-2-((4-(1,2-dimethyl-6-oxo-1,6-dihydropyridin-3-yl)-3-fluorophenyl)amino)-1-((1r,4S)-4-methylcyclohexyl)-2-oxoethyl)-1-methyl-1H-pyrazole-5-carboxamide